[Si](C)(C)(C(C)(C)C)OCC=1C=C(C=NC1C)C(C(C(=O)OC)(C)C)C1=C(C=2N(C=C1)C(=NN2)C(F)(F)F)C methyl 3-(5-(((tert-butyldimethylsilyl)oxy)methyl)-6-methylpyridin-3-yl)-2,2-dimethyl-3-(8-methyl-3-(trifluoromethyl)-[1,2,4]triazolo[4,3-a]pyridin-7-yl)propanoate